BrC=1C=C(\C=C/2\ON(OS2)CCCCCCC(=O)O)C=CC1 (Z)-7-(5-(3-bromobenzylidene)-2,4-dioxathiazolidin-3-yl)heptanoic acid